ClC=1C(NN=CC1C1=C(C(=CC=C1N1N=NC(=C1)C(F)(F)F)Cl)F)=O 4-chloro-5-(3-chloro-2-fluoro-6-(4-(trifluoromethyl)-1H-1,2,3-triazole-1-yl)phenyl)pyridazin-3(2H)-one